C(C1=CC=CC=C1)OC=1C(=CC2=C(N=C[C@H]3N(C2=O)CCC3)C1)OC (S)-8-benzyloxy-7-methoxy-2,3-dihydro-1H-benzo[e]pyrrolo[1,2-a][1,4]diazepin-5(11aH)-one